C(C)OC(=O)C1=CC2=C(N=C(S2)OC)N1 2-methoxy-4H-pyrrolo[2,3-d]thiazole-5-carboxylic acid ethyl ester